COC=1C=C(C=C(C1)OC)NC1=NC=C(C(=N1)NC1=CC=C2CCNCC2=C1)C=1C=NN(C1)C(C)O (4-(2-(3,5-Dimethoxyphenylamino)-4-(1,2,3,4-tetrahydroisoquinolin-7-ylamino)pyrimidin-5-yl)-1H-pyrazol-1-yl)ethan-1-ol